C(C)(C)(C)OOC(CCCOOC(C)(C)C)C(C(=O)O)CCC 1,4-di(t-butylperoxy)n-butyl-pentanoic acid